BrC1=C(CN(CC=2C=3N(C=CN2)C(=NN3)C)CC=3OC=CC3)C=CC(=C1)F N-(2-bromo-4-fluorobenzyl)-1-(furan-2-yl)-N-((3-methyl-[1,2,4]triazolo[4,3-a]pyrazin-8-yl)methyl)methylamine